5-methyl-N-[(1s,4s)-4-{[2-(trifluoromethyl)imidazo[1,2-a]pyridin-5-yl]amino}cyclohexyl]-1H-1,3-benzodiazole-6-carboxamide CC1=CC2=C(NC=N2)C=C1C(=O)NC1CCC(CC1)NC1=CC=CC=2N1C=C(N2)C(F)(F)F